C[Si](O[Si](Cl)(O[Si](C)(C)C)O[Si](C)(C)C)(C)C tri(trimethylsiloxy)chlorosilane